adenosylmethionine 1,4-butanedisulfonate C(CCCS(=O)(=O)O)S(=O)(=O)O.[C@@H]1([C@H](O)[C@H](O)[C@@H](CN[C@@H](CCSC)C(=O)O)O1)N1C=NC=2C(N)=NC=NC12